2,6-bis(2,4-dihydroxybenzyl)-4-benzylchlorophenol OC1=C(CC2=C(C(=CC(=C2Cl)CC2=CC=CC=C2)CC2=C(C=C(C=C2)O)O)O)C=CC(=C1)O